N-(1-propenylpiperidin-3-yl)-4-amino-3-methoxybenzamide C(=CC)N1CC(CCC1)NC(C1=CC(=C(C=C1)N)OC)=O